C(C)(=O)OC[C@H]([C@H]([C@@H]([C@H](CNS(=O)(=O)C1=CC=C(C=C1)C1=CC=C(C=C1)Br)OC(C)=O)OC(C)=O)OC(C)=O)OC(C)=O (2R,3R,4R,5S)-6-(4'-bromo-[1,1'-biphenyl]-4-ylsulfonamido)hexane-1,2,3,4,5-pentayl pentaacetate